6-((methylsulfonyl)oxy)-3-azabicyclo[3.2.1]octane-3-carboxylic acid benzyl ester C(C1=CC=CC=C1)OC(=O)N1CC2CC(C(C1)C2)OS(=O)(=O)C